ferrocenyl-amine [C-]1(C=CC=C1)N.[CH-]1C=CC=C1.[Fe+2]